1-(5-aminobenzo[d]oxazol-2-yl)pyrrolidin-2-one NC=1C=CC2=C(N=C(O2)N2C(CCC2)=O)C1